2-[4-{5-chloro-2-[4-(trifluoromethyl)-1H-imidazol-1-yl] phenyl}-5-methoxy-2-oxopyridin-1(2H)-yl]-4-methoxybutyrate hydrochloride Cl.ClC=1C=CC(=C(C1)C1=CC(N(C=C1OC)C(C(=O)O)CCOC)=O)N1C=NC(=C1)C(F)(F)F